C(C)NC(C(C)OC1=C(C=CC(=C1)C=O)[N+](=O)[O-])=O N-ETHYL-2-(5-FORMYL-2-NITROPHENOXY)PROPANAMIDE